C(C)OC(CCC(=O)C1=NC(=CC(=C1O)C#N)C1=CC=C(C=C1)OC(F)(F)F)=O 4-[4-cyano-3-hydroxy-6-(4-trifluoromethoxy-phenyl)-pyridin-2-yl]-4-oxo-butyric acid ethyl ester